C1=CC=C2SC3=C(N21)C=CC=C3B(O)O benzo[d]pyrrolo[2,1-b]thiazol-5-ylboronic acid